C(C)OC(=O)N1CC2(C1)CC(C2)N2C[C@H]1C([C@H]1C2)C=2N=C(SC2)C 6-[(1R,5S,6r)-6-(2-methyl-1,3-thiazol-4-yl)-3-azabicyclo[3.1.0]Hex-3-yl]-2-azaspiro[3.3]Heptane-2-carboxylic acid ethyl ester